5-Chloro-2-(9,9-difluoro-3,6-dimethyl-9H-fluoren-1-yl)quinoline ClC1=C2C=CC(=NC2=CC=C1)C1=CC(=CC=2C3=CC(=CC=C3C(C12)(F)F)C)C